2-Ethylhexylthioglycolate C(C)C(CC(C(=O)[O-])S)CCCC